BrCCOCCOCCOC 1-[2-(2-bromoethoxy)ethoxy]-2-methoxyethane